COB1OC(C2=C1C=CC(=C2)NC2=NC=C(C(=C2)N[C@H](CO)C2=CC=CC=C2)C2=NC(=NO2)C)(C)C (S)-2-((2-((1-methoxy-3,3-dimethyl-1,3-dihydrobenzo[c][1,2]oxaborol-5-yl)amino)-5-(3-methyl-1,2,4-oxadiazol-5-yl)pyridin-4-yl)amino)-2-phenylethan-1-ol